benzyl 3-[(N-t-butoxycarbonylanilino) methyl]-1H-pyrrole-2-carboxylate C(C)(C)(C)OC(=O)N(C1=CC=CC=C1)CC1=C(NC=C1)C(=O)OCC1=CC=CC=C1